BrC1=CC=C(C=C1)C=1N=C2N(C=CC=N2)C1CN1C2CN(C(C1)CC2)C(=O)OC(C)(C)C tert.-Butyl 5-{[2-(4-bromophenyl)imidazo[1,2-a]-pyrimidin-3-yl]methyl}-2,5-diaza-bicyclo[2.2.2]octane-2-carboxylate